1,3,5,7-tetra-formyladamantane C(=O)C12CC3(CC(CC(C1)(C3)C=O)(C2)C=O)C=O